5'-mercaptoadenosine SC([C@@H]1[C@H]([C@H]([C@@H](O1)N1C=NC=2C(N)=NC=NC12)O)O)O